N1N=C(C=C1)NC1=NC=CC(=C1)OC1=CC(=C(C=C1)NC1=NC=NC2=CC(=C(C=C12)NC1CCN(CC1)C(C=C)=O)OC)F 1-(4-((4-((4-((2-((1H-pyrazol-3-yl)amino)pyridin-4-yl)oxy)-2-fluorophenyl)amino)-7-methoxyquinazolin-6-yl)amino)piperidin-1-yl)prop-2-en-1-one